CS(=O)(=O)C1=CC=C(OC[C@@H]2CN(C[C@H]2C)CCC=2C=C(C=C(C2)C#N)C#N)C=C1 5-{2-[(3S,4S)-3-[(4-methane-sulfonylphenoxy)methyl]-4-methylpyrrolidin-1-yl]ethyl}-benzene-1,3-dicarbonitrile